FC=1C=C2C(=NC=3N(C2=CC1)C(=NN3)C)N3CCOC1=C3C=CC=C1C#CC(C(F)(F)F)(C)C 4-(7-fluoro-1-methyl-[1,2,4]triazolo[4,3-a]quinazolin-5-yl)-8-(4,4,4-trifluoro-3,3-dimethyl-but-1-ynyl)-2,3-dihydro-1,4-benzoxazine